[4-[4-(1-cyanocyclopropyl)phenyl]-3-(4-methylsulfonylpiperazine-1-carbonyl)-8-quinolyl]boronic acid C(#N)C1(CC1)C1=CC=C(C=C1)C1=C(C=NC2=C(C=CC=C12)B(O)O)C(=O)N1CCN(CC1)S(=O)(=O)C